C1(CC1)C(=O)N1[C@H]([C@H](CC1)NS(=O)(=O)C)CO[C@@H]1CC[C@@H](CC1)C1=CC=CC=C1 N-((CIS)-1-(cyclopropanecarbonyl)-2-((((CIS)-4-phenylcyclohexyl)oxy)methyl)pyrrolidin-3-yl)methanesulfonamide